CCCCCCCCCCCCCC(=O)OC[C@H](COP(=O)(O)OC[C@@H](C(=O)O)N)OC(=O)CCCCCCCCC/C=C\C/C=C\CCCCC 1-tetradecanoyl-2-(11Z,14Z-eicosadienoyl)-glycero-3-phosphoserine